4-[(1-allyl-1H-imidazol-2-ylmethyl-(S)-5,6,7,8-tetrahydro-quinolin-8-ylamino)-butyl]-3,5-dichloro-isonicotinamide C(C=C)N1C(=NC=C1)CN([C@H]1CCCC=2C=CC=NC12)CCCCC1(C(=O)N)C(C=NC=C1Cl)Cl